(3S,4S)-1-Cyclopropylmethyl-4-{[5-(2,4-difluoro-phenyl)-oxazole-2-carbonyl]-amino}-piperidine-3-carboxylic acid (1-pyrimidin-2-yl-cyclopropyl)-amide N1=C(N=CC=C1)C1(CC1)NC(=O)[C@H]1CN(CC[C@@H]1NC(=O)C=1OC(=CN1)C1=C(C=C(C=C1)F)F)CC1CC1